(R)-tert-butyl (1-(7-(trifluoromethyl)quinolin-2-yl)pyrrolidin-3-yl)carbamate FC(C1=CC=C2C=CC(=NC2=C1)N1C[C@@H](CC1)NC(OC(C)(C)C)=O)(F)F